OC1(COC1)CC(CC(=O)OCC)=O ethyl 4-(3-hydroxyoxetan-3-yl)-3-oxobutyrate